N(C(=O)N)C=NC(NCNC(=O)N=CNC(=O)N)=O bis(ureidomethylene)methylenediurea